tert-butyl 9-bromo-7-methyl-3,4-dihydrobenzo[4,5]imidazo[1,2-a]pyrazine-2(1H)-carboxylate BrC1=CC(=CC2=C1N=C1N2CCN(C1)C(=O)OC(C)(C)C)C